imidazo-[1,2-b]pyridazine-3-carboxamide N=1C=C(N2N=CC=CC21)C(=O)N